C(#C)C1(C(C(=CC=C1)C#C)N)N 1,3-diethynylbenzenediamine